5-phenylpentyl acrylate C(C=C)(=O)OCCCCCC1=CC=CC=C1